2-cyclohexyl-1H-benzo[d]imidazol-5-amine C1(CCCCC1)C1=NC2=C(N1)C=CC(=C2)N